(1,4-diazabicyclo[3.2.2]nonan-4-yl)((4aS,5aS)-3-(4-(trifluoromethyl)-1H-pyrazol-1-yl)-4,4a,5,5a-tetrahydro-1H-cyclopropa[4,5]cyclopenta[1,2-c]pyrazol-1-yl)methanone N12CCN(C(CC1)CC2)C(=O)N2N=C(C1=C2[C@@H]2[C@H](C1)C2)N2N=CC(=C2)C(F)(F)F